C(C1=CC=CC=C1)OC1=C(N(C(C)C)C(C)C)C=CC(=C1)Cl 2-(Benzyloxy)-4-chloro-N,N-diisopropylaniline